4-(3-(4-Methoxyphenyl)-1,2,4-oxadiazol-5-yl)-N-methylpiperazine-1-carboxamide COC1=CC=C(C=C1)C1=NOC(=N1)N1CCN(CC1)C(=O)NC